2,3,4,5-tetramethyl-2-cyclopentenol CC=1C(C(C(C1C)C)C)O